ClC1=C(C(=CC=C1)Cl)N1C=2N(C3=C(C1=O)C=NC(=N3)NC=3C=C1CN(C(C1=CC3)(C)C)C)C=CN2 6-(2,6-dichlorophenyl)-2-[(1,1,2-trimethyl-2,3-dihydro-1H-isoindol-5-yl)amino]imidazo[1,2-a]pyrimido[5,4-e]pyrimidin-5(6H)-one